C(C)N(CC)C1=C(C=CC=C1)C(C(=O)C1=CC=CC=C1)=O diethylaminodiphenylethanedione